C(C)(C)(C)OC(=O)N1CCN(CC1)S(=O)(=O)N1CCC2(CN(C2)C[C@H]2CN(CC2)C2=NC=NC=C2OC2=C(C=C(C=C2)F)C(N(C(C)C)C(C)C)=O)CC1 (S)-4-((2-((1-(5-(2-(diisopropylcarbamoyl)-4-fluorophenoxy)pyrimidin-4-yl)pyrrolidine-3-yl)methyl)-2,7-diazaspiro[3.5]nonan-7-yl)sulfonyl)piperazine-1-carboxylic acid tert-butyl ester